(E)-3-(dimethylamino)-N-((1,2,3,5,6,7-hexahydro-s-indacen-4-yl)carbamoyl)prop-1-ene-1-sulfonimidamide CN(C/C=C/S(=O)(NC(NC1=C2CCCC2=CC=2CCCC12)=O)=N)C